(5R)-2-oxo-5-[(prop-2-en-1-yl)carbamoyl]Pyridine Sodium Stearylfumarate C(CCCCCCCCCCCCCCCCC)/C(/C(=O)[O-])=C\C(=O)[O-].[Na+].O=C1NC=C(C=C1)C(NCC=C)=O.[Na+]